C(#C)C=1C(=NC(=NC1)C1=C(C=CC=C1)C(C)C)NCC1=CC=C(C=C1)C=1N(C=C(N1)C(F)(F)F)C 5-Ethynyl-2-(2-isopropylphenyl)-N-(4-(1-methyl-4-(trifluoromethyl)-1H-imidazol-2-yl)benzyl)pyrimidin-4-amine